FC=1C=C(C=CC1F)NC(=O)N1CC=2N(C[C@@H]1C)N=NC2CO (S)-N-(3,4-difluorophenyl)-3-(hydroxymethyl)-6-methyl-6,7-dihydro-[1,2,3]triazolo[1,5-a]pyrazine-5(4H)-carboxamide